C(C1=CC=CC=C1)NC(=O)NC1=CC(=CC=C1)S(NC(CO)(C)C)(=O)=O 4-(benzylcarbamoylamino)-2-[(2-hydroxy-1,1-dimethyl-ethyl)sulfamoyl]Benzene